Dibenzyl (2-(1-(5-(benzyloxy)-4-oxo-3,4-dihydropyrido[3,4-d]pyridazin-7-yl)piperidin-4-yl)ethyl)phosphonate C(C1=CC=CC=C1)OC1=NC(=CC2=C1C(NN=C2)=O)N2CCC(CC2)CCP(OCC2=CC=CC=C2)(OCC2=CC=CC=C2)=O